ClC1=C(C(=CC=C1)C)NC(=O)C1=CN=C(S1)NC1=NC(=NC(=C1)N1CCN(CC1)CCCNC(COC1=CC(=C(C=C1)C1C(NC(CC1)=O)=O)C(F)(F)F)=O)C N-(2-chloro-6-methylphenyl)-2-((6-(4-(3-(2-(4-(2,6-dioxopiperidin-3-yl)-3-(trifluoromethyl)phenoxy)acetamido)propyl)piperazin-1-yl)-2-methylpyrimidin-4-yl)amino)thiazole-5-carboxamide